5-oxo-5-(quinolin-5-ylamino)pentanoic acid O=C(CCCC(=O)O)NC1=C2C=CC=NC2=CC=C1